4-ethyl-7-methyl-2,4-dihydro-5H-pyrazolo[3,4-c]isoquinolin-5-one C(C)N1C(C=2C=C(C=CC2C=2C1=NNC2)C)=O